(trifluoromethylsulfonyloxy)-bicyclo[2.2.1]hept-5-ene FC(S(=O)(=O)OC12CCC(C=C1)C2)(F)F